N-[amino(phenyl)methylene]-4-fluoro-benzenesulfonamide NC(=NS(=O)(=O)C1=CC=C(C=C1)F)C1=CC=CC=C1